diisopropyloxymethyl-(2-vinylphenyl)silane C(C)(C)OC(OC(C)C)[SiH2]C1=C(C=CC=C1)C=C